(1-methyl-6-((5-(3-(4-(trifluoromethyl)phenyl)-1,2,4-oxadiazol-5-yl)pyrazin-2-yl)oxy)-1H-indol-2-yl)(4-(2-(2,2,2-trifluoroethoxy)benzyl)piperazin-1-yl)methanone CN1C(=CC2=CC=C(C=C12)OC1=NC=C(N=C1)C1=NC(=NO1)C1=CC=C(C=C1)C(F)(F)F)C(=O)N1CCN(CC1)CC1=C(C=CC=C1)OCC(F)(F)F